N-((4-benzyl-3,4-dihydro-2H-benzo[b][1,4]oxazin-6-yl)methylene)-2-methylpropan-2-sulfinamide C(C1=CC=CC=C1)N1C2=C(OCC1)C=CC(=C2)C=NS(=O)C(C)(C)C